FC1(OC2=C(O1)C=CC(=C2)[C@H](C)OC2=NC=CC(=C2)N2N=C(C=1CCCC(C21)=O)C(F)(F)F)F 1-[2-[(1S)-1-(2,2-difluoro-1,3-benzodioxol-5-yl)ethoxy]-4-pyridinyl]-3-(trifluoromethyl)-5,6-dihydro-4H-indazol-7-one